O1CCN(CC1)C=1C2=C(N=CN1)N(C(=C2)C2=CC=C(C=C2)NC=2C=CC(=NC2)N2CCN(CC2)C(=O)OC(C)(C)C)COCC[Si](C)(C)C tert-butyl 4-(5-((4-(4-morpholino-7-((2-(trimethylsilyl)ethoxy)methyl)-7H-pyrrolo[2,3-d]pyrimidin-6-yl)phenyl)amino)pyridin-2-yl)piperazine-1-carboxylate